1-dimethylamino-1,1,3,3,3-pentamethyldisiloxane CN([Si](O[Si](C)(C)C)(C)C)C